perfluorooctyl-sulphonylacetic acid FC(C(=O)O)(S(=O)(=O)C(C(C(C(C(C(C(C(F)(F)F)(F)F)(F)F)(F)F)(F)F)(F)F)(F)F)(F)F)F